C1(CC1)C1=NN(C=N1)C1CC2(CN(C2)C(=O)N2CC3(C2)CC(C3)CC=3NC=C(N3)C(F)(F)F)C1 [6-(3-cyclopropyl-1,2,4-triazol-1-yl)-2-azaspiro[3.3]heptan-2-yl]-[6-[[4-(trifluoromethyl)-1H-imidazol-2-yl]methyl]-2-azaspiro[3.3]heptan-2-yl]methanone